C1NOCC1 3-oxa-2-azacyclopentane